ClC=1C(=NC(=NC1)NC=1C=C(C=NC1)N1C(CCC1)=O)C1=NN(C=C1)C1CCCC1 1-(5-((5-chloro-4-(1-cyclopentyl-1H-pyrazol-3-yl)pyrimidin-2-yl)amino)pyridin-3-yl)pyrrolidin-2-one